4-[[2-(5-Chloro-2-hydroxyphenyl)acetyl]amino]-N-[(1R,2R)-2-hydroxycyclopentyl]pyridin ClC=1C=CC(=C(C1)CC(=O)NC1=CCN(C=C1)[C@H]1[C@@H](CCC1)O)O